7-nitro-2H-benzo[e][1,2,4]thiadiazine [N+](=O)([O-])C1=CC2=C(N=CNS2)C=C1